(S)-N-(4-(4-amino-(4-phenoxyphenyl)-1H-pyrazolo[3,4-d]pyrimidin-1-yl)cyclohexyl)-2-(dimethylamino)butyramide NC1=C2C(=NC=N1)N(N=C2C2=CC=C(C=C2)OC2=CC=CC=C2)C2CCC(CC2)NC([C@H](CC)N(C)C)=O